3-(5-(2-aminoethoxy)-6-(methylsulfonamido)pyrazin-2-yl)-N-(4-phenethoxyphenyl)benzamide NCCOC=1N=CC(=NC1NS(=O)(=O)C)C=1C=C(C(=O)NC2=CC=C(C=C2)OCCC2=CC=CC=C2)C=CC1